FC=1C=C(C=C(C1)F)[C@@H](C)N1C=NC(=C1)NC([C@@H](C)N1C[C@@H](C(CC1)(F)F)C1=CC=[N+](C=C1)[O-])=O 4-((S)-1-((R)-1-((1-((R)-1-(3,5-difluorophenyl)ethyl)-1H-imidazol-4-yl)amino)-1-oxopropan-2-yl)-4,4-difluoropiperidin-3-yl)pyridine 1-oxide